3-(2-hydroxy-5-aminophenyl)-2-chloro-1-propene OC1=C(C=C(C=C1)N)CC(=C)Cl